O1CCN(CC1)CCCSC1=CC=C(C=C1)C=1SC(=CN1)CNC(=O)C1=CC2=C(S(C3=C(C(N2)=O)C=CC=C3)(=O)=O)C=C1 N-((2-(4-((3-morpholinopropyl)thio)phenyl)thiazol-5-yl)methyl)-11-oxo-10,11-dihydrodibenzo[b,f][1,4]thiazepine-8-carboxamide 5,5-dioxide